(+)-1-(1-aminoisoquinolin-7-yl)-N-(5-((cyclopropylmethylamino)(pyridin-4-yl)methyl)-2-fluorophenyl)-3-(trifluoromethyl)-1H-pyrazole-5-carboxamide C1CC1CNC(C2=CC=NC=C2)C3=CC(=C(C=C3)F)NC(=O)C4=CC(=NN4C5=CC6=C(C=C5)C=CN=C6N)C(F)(F)F